bis(4-fluorophenyl) thiosulphate S(=S)(=O)(OC1=CC=C(C=C1)F)OC1=CC=C(C=C1)F